benzyl N-[4-[[5-amino-1-(benzenesulfonyl)pyrrolo[2,3-b]pyridin-4-yl]amino]-1-[3-[tert-butyl(dimethyl)silyl]oxypropyl]cyclohexyl]carbamate NC=1C(=C2C(=NC1)N(C=C2)S(=O)(=O)C2=CC=CC=C2)NC2CCC(CC2)(CCCO[Si](C)(C)C(C)(C)C)NC(OCC2=CC=CC=C2)=O